ClC=1C=C(OCCNC2(CCOCC2)C(=O)NC2(CC2)C2=CC=C(C(=O)OC)C=C2)C=CC1 Methyl 4-[1-[[4-[2-(3-chlorophenoxy)ethylamino]tetrahydropyran-4-carbonyl]amino]cyclopropyl]benzoate